N1C(NC(C2=C1C=NC=C2)=O)=O pyrido[3,4-d]pyrimidine-2,4(1h,3h)-dione